4-methyl-5-(trifluoromethyl)-1H-pyrrolo[2,3-c]pyridine-2-carboxamide CC1=C2C(=CN=C1C(F)(F)F)NC(=C2)C(=O)N